C(#N)C=1C(=NNC1)CCNC(O[C@H]1[C@H](NC[C@@H]1O)CC1=CC=C(C=C1)OC)=O (2R,3S,4S)-4-hydroxy-2-[(4-methoxyphenyl)methyl]pyrrolidin-3-yl N-[2-(4-cyano-1H-pyrazol-3-yl)ethyl]carbamate